CC1=C(C(=O)OC2=C(C=CC=C2)OCC)C(=CC(=C1)C)C 2-ethoxyphenyl 2,4,6-trimethylbenzoate